(R)-1-(2,5-difluoropyridin-3-yl)ethyl (1-methyl-4-(5-(2-morpholino-pyrimidine-5-carboxamido) pyridin-2-yl)-1H-1,2,3-triazol-5-yl)carbamate CN1N=NC(=C1NC(O[C@H](C)C=1C(=NC=C(C1)F)F)=O)C1=NC=C(C=C1)NC(=O)C=1C=NC(=NC1)N1CCOCC1